Vinyl-methyldimethoxysilan C(=C)[Si](OC)(OC)C